9,10-Dihexanoyl-oxystearic acid C(CCCCC)(=O)OC(CCCCCCCC(=O)O)C(CCCCCCCC)OC(CCCCC)=O